2-[[3-(hydroxymethyl)indolin-1-yl]methyl]-6-methoxy-3H-quinazolin-4-one OCC1CN(C2=CC=CC=C12)CC1=NC2=CC=C(C=C2C(N1)=O)OC